(±)-tert-butyl (1S,3R,5R)-3-acetoxy-6,6-difluoro-8-azabicyclo[3.2.1]octane-8-carboxylate C(C)(=O)O[C@@H]1C[C@H]2CC([C@@H](C1)N2C(=O)OC(C)(C)C)(F)F |r|